1-(4-ethoxy-4-oxobutyl)-1H-imidazole-4-carboxylic acid C(C)OC(CCCN1C=NC(=C1)C(=O)O)=O